2,2',2''-(Hexahydro-1,3,5-triazine-1,3,5-triyl)triethanol N1(CN(CN(C1)CCO)CCO)CCO